5-(3-(difluoromethyl)benzyl)pyridin-2-amine FC(C=1C=C(CC=2C=CC(=NC2)N)C=CC1)F